C(C)(C)C1=CC=C(C=C1)C=1N=C2N(C=CC=C2)C1 2-(4-Isopropylphenyl)imidazo[1,2-a]pyridin